5-chloro-8-fluoro-2-methylimidazo[1,2-c]pyrimidine ClC1=NC=C(C=2N1C=C(N2)C)F